5-bromo-3-chloro-2-fluoroaniline BrC=1C=C(C(=C(N)C1)F)Cl